O1C(CCCC1)N1C(=NN=C1)C1=CC=C(C=C1)B1OC(C(O1)(C)C)(C)C 4-(tetrahydro-2H-pyran-2-yl)-3-(4-(4,4,5,5-tetramethyl-1,3,2-dioxaborolan-2-yl)phenyl)-4H-1,2,4-triazole